2-ethyl-9,10-dimethoxyanthracene C(C)C1=CC2=C(C3=CC=CC=C3C(=C2C=C1)OC)OC